CN1C[C@@H]([C@H](C1)C1=C(C=CC=C1)C(F)(F)F)NC(=O)C=1C=C2C(=NNC2=CC1)C1=CC(=NC=C1)C N-((3R,4S)-1-methyl-4-(2-(trifluoromethyl)phenyl)pyrrolidin-3-yl)-3-(2-methylpyridin-4-yl)-1H-indazole-5-amide